(1S)-1-(5-fluoro-2-iodophenyl)ethan-1-ol FC=1C=CC(=C(C1)[C@H](C)O)I